C(C)(C)(C)OC(=O)N[C@H](C(=O)O[C@H]1CN(CC[C@H]1NC1=NN2C(C=N1)=C(C(=C2C2(CCC2)CC)C#N)Cl)S(=O)(=O)C)C(C)C (3S,4R)-4-{[5-chloro-6-cyano-7-(1-ethylcyclobutyl)pyrrolo[2,1-f][1,2,4]triazin-2-yl]amino}-1-methanesulfonylpiperidin-3-yl (2S)-2-[(tert-butoxycarbonyl)amino]-3-methylbutanoate